methyl 1-(4-(1-(tert-butoxycarbonyl)azetidin-3-yl)-2-fluorobenzyl)piperidine-4-carboxylate C(C)(C)(C)OC(=O)N1CC(C1)C1=CC(=C(CN2CCC(CC2)C(=O)OC)C=C1)F